Phosphorus(III) fluoride P(F)(F)F